(3-Benzyl-5-(hydroxymethyl)thiazol-2(3H)-ylidene)-1H-pyrrolo[2,3-b]pyridine-4-carboxamide C(C1=CC=CC=C1)N1C(SC(=C1)CO)=NC(=O)C=1C2=C(N=CC1)NC=C2